COC=1C=C2C(C3(CCC=4COC=5C=CC(=CC5C4O3)OC)COC2=CC1)=O 6,9'-Dimethoxy-3',4'-dihydro-5'H-spiro[chromane-3,2'-pyrano[3,2-c]chromen]-4-one